C(C)N[C@@H](C)CC1=CC2=C(C=C1)OCO2 (S)-N-ethyl-3,4-methylenedioxyamphetamine